Cl.C(C)(C)(C)C1=NC(=NO1)C(=O)NCC1=C(C=C(C=C1)C1=C(C=NC=C1)C1CCNCC1)C 5-(tert-butyl)-N-(2-methyl-4-(3-(piperidin-4-yl)pyridin-4-yl)benzyl)-1,2,4-oxadiazole-3-carboxamide hydrochloride